(3-iodopropyl)-carbamic acid tert-butyl ester C(C)(C)(C)OC(NCCCI)=O